1-(4-fluorophenyl)-N-(2,3,6-trifluoro-4-((3-(2-(((1r,4r)-4-((2-methoxyethyl)(methyl)amino)cyclohexyl)amino)pyrimidin-4-yl)pyridin-2-yl)oxy)phenyl)methanesulfonamide hydrochloride Cl.FC1=CC=C(C=C1)CS(=O)(=O)NC1=C(C(=C(C=C1F)OC1=NC=CC=C1C1=NC(=NC=C1)NC1CCC(CC1)N(C)CCOC)F)F